C(C)C(CC)NC(CC)CC N-(1-ethyl-propyl)-3-pentylamine